CN1N=CC2=CC(=CC=C12)CNC(=O)[C@H]1N(C[C@@H](C1)CC1=CC=NC=C1)C(=O)[C@@H]1NCCC[C@@H]1C(=O)N1CCCC1 (2S,4R)-N-((1-methyl-1H-indazol-5-yl)methyl)-4-(pyridin-4-ylmethyl)-1-((2R,3S)-3-(pyrrolidine-1-carbonyl)piperidine-2-carbonyl)pyrrolidine-2-carboxamide